C(\C=C/CCCCCCC(=O)O)C(=O)O cis-2-nonene-1,9-dicarboxylic acid